2-(2-azabicyclo[2.2.2]octan-4-yl)-5-bromo-1,3-benzothiazole C12NCC(CC1)(CC2)C=2SC1=C(N2)C=C(C=C1)Br